3-(5-(isoxazol-5-yl)pyridin-3-yl)-4-methoxyphenyl cyclohexylcarbamate C1(CCCCC1)NC(OC1=CC(=C(C=C1)OC)C=1C=NC=C(C1)C1=CC=NO1)=O